OCC1N(C2=CC=CC=C2N(C1)C1=CC=C(C=C1)C(F)(F)F)CC(=O)OCC ethyl 2-(2-(hydroxymethyl)-4-(4-(trifluoromethyl)phenyl)-3,4-dihydroquinoxalin-1(2H)-yl)acetate